3-[5-(2-Methoxy-2-oxo-ethoxy)-2-methyl-anilino]propanoic acid COC(COC=1C=CC(=C(NCCC(=O)O)C1)C)=O